CS(=O)(=O)CC1=NC=CC=N1 (methylsulfonylmethyl)pyrimidin